C(C)OC([C@H](CC(C(=O)C1=CC=C(C=C1)C#N)C1=CC=C(C=C1)Cl)F)=O (S)-4-(4-chlorophenyl)-5-(4-cyanophenyl)-2-fluoro-5-oxopentanoic acid ethyl ester